N-(3,4-dichlorophenyl)urea ClC=1C=C(C=CC1Cl)NC(=O)N